3-cyclopropyl-1-(3,4-dichlorophenyl)-7-(2-(3-fluoro-3-methylazetidin-1-yl)-2-oxoethyl)imidazo[1,5-a]pyrazin-8(7H)-one C1(CC1)C1=NC(=C2N1C=CN(C2=O)CC(=O)N2CC(C2)(C)F)C2=CC(=C(C=C2)Cl)Cl